CC1=C(C(=O)O)C=CC(=C1)C 2,4-dimethyl-benzoic acid